N-(3-((3,5-dimethylisoxazol-4-yl)methoxy)benzoyl)-6-(trifluoromethyl)picolinohydrazide CC1=NOC(=C1COC=1C=C(C(=O)N(N)C(C2=NC(=CC=C2)C(F)(F)F)=O)C=CC1)C